O6-[2-(bicyclo[3.2.0]heptane-3-carbonyloxymethyl)-2-(hydroxymethyl)-3-[6-[(Z)-non-3-enoxy]-6-oxo-hexanoyl]oxy-propyl] O1-[(Z)-non-3-enyl] hexanedioate C(CCCCC(=O)OCC(COC(CCCCC(=O)OCC\C=C/CCCCC)=O)(CO)COC(=O)C1CC2CCC2C1)(=O)OCC\C=C/CCCCC